C(C1=CC=CC=C1)(=O)OC(CC)(CC(CC)OC(C1=CC=CC=C1)=O)CC1=CC=CC=C1 3-benzyl-3,5-heptanediol dibenzoate